C1(CC1)C=1SC(=C(N1)C1=CC=CC=C1)OC1=CC(=NC=C1)NC1=NC=C(C(=O)NS(=O)(=O)C)C=C1 6-((4-((2-Cyclopropyl-4-phenylthiazol-5-yl)oxy)pyridin-2-yl)amino)-N-(methylsulfonyl)nicotinamide